O=C1NC(=NO1)C1=CC(=CS1)C=1C=C(C=CC1)NC(=O)C1(CCCCC1)OC1=CC=CC=C1 N-(3-(5-(5-oxo-4,5-dihydro-1,2,4-oxadiazol-3-yl)thiophen-3-yl)phenyl)-1-phenoxycyclohexane-1-carboxamide